tert-Butyl N-[(S)-(4,4-difluorocyclohexyl){7-[3,3-difluoro-1-(2,2,2-trifluoroethyl-carbamoyl)propyl]imidazo[1,2-b]pyridazin-2-yl}methyl]carbamate FC1(CCC(CC1)[C@H](NC(OC(C)(C)C)=O)C=1N=C2N(N=CC(=C2)C(CC(F)F)C(NCC(F)(F)F)=O)C1)F